C1(CCCCC1)P(C1=C(C=CC=C1)C1=C(C=C(C=C1C(C)C)C(C)C)C(C)C)C1CCCCC1 2-(dicyclohexyl-phosphino)-2',4',6'-triisopropylbiphenyl